tris(3,5-di-t-butyl-4-hydroxyphenyl) phosphite P(OC1=CC(=C(C(=C1)C(C)(C)C)O)C(C)(C)C)(OC1=CC(=C(C(=C1)C(C)(C)C)O)C(C)(C)C)OC1=CC(=C(C(=C1)C(C)(C)C)O)C(C)(C)C